5-methoxy-3-(methylsulfanyl)-2-phenyl-3a,8a-dihydrofuro[2,3-b]benzofuran COC=1C=CC2=C(C3C(O2)OC(=C3SC)C3=CC=CC=C3)C1